(4-fluoropiperidin-4-yl)methanol 2,2,2-trifluoroacetic acid salt FC(C(=O)O)(F)F.FC1(CCNCC1)CO